COC=1C=CC=C2C=C(C=NC12)C#N 8-methoxyquinoline-3-carbonitrile